C1(CC1)C(=O)OCC(C)(C)OC(C)C1CC(CCC1)(C)C 2-[1-(3,3-dimethylcyclohexyl)ethoxy]-2-methylpropyl cyclopropanecarboxylate